C(C=C)(=O)OC(C)COC(C)COC(C=C)=O di-propyleneglycol di-acrylate